CC1=C(C=NC=C1)CNC(=O)C=1SC(=CC1)C(F)(F)F N-[(4-methylpyridin-3-yl)methyl]-5-(trifluoromethyl)thiophene-2-carboxamide